C(C)(C)(C)ONC(C[C@@H](C(=O)N[C@H](C(NCC1=CC=NC2=CC=CC=C12)=O)C)NC(CCC1=CC=CC=C1)=O)=O (S)-N4-(tert-butoxy)-N1-((S)-1-oxo-1-((quinolin-4-ylmethyl)amino)propan-2-yl)-2-(3-phenylpropanamido)succinamide